CC1=C[NH+]=CN1 5-methylimidazolium